[Li].[Pb](O)O lead hydroxide, lithium salt